ClC1=CC=C(C(=N1)C(C(C)OC)=O)NC=C[N+](=O)[O-] 1-(6-chloro-3-((2-nitrovinyl)amino)pyridin-2-yl)-2-methoxypropan-1-one